(R)-N-(1-((3'-bromo-2'-chloro-3-methoxy-[1,1'-biphenyl]-4-yl)methyl)pyrrolidin-3-yl)acetamide BrC=1C(=C(C=CC1)C1=CC(=C(C=C1)CN1C[C@@H](CC1)NC(C)=O)OC)Cl